F[Sb-](F)(F)(F)(F)F.C(C)(C)C1=CC=2C(C3=CC=CC=C3SC2C=C1)=O 2-Isopropylthioxanthone Hexafluoroantimonate